tert-butyl (R)-(1-(7-methyl-1H-indol-3-yl)-3-phenylpropan-2-yl)carbamate CC=1C=CC=C2C(=CNC12)C[C@@H](CC1=CC=CC=C1)NC(OC(C)(C)C)=O